oxydiacetyl chloride O(CC(=O)Cl)CC(=O)Cl